O=C1NC(CCC1N1C(C2=CC=CC(=C2C1=O)NC1CCC(CC1)=O)=O)=O 2-(2,6-dioxopiperidin-3-yl)-4-((4-oxocyclohexyl)amino)-isoindoline-1,3-dione